C(C)(C)(C)OC(=O)N1C(=CC2=CC(=CC(=C12)OCC1=C(C=C(C=C1)F)F)F)CN1C(C(=CC=C1)NC([C@H](CC\C=C\C(=O)N(C([2H])([2H])[2H])C([2H])([2H])[2H])NC(=O)OC)=O)=O tert-Butyl-(S,E)-2-((3-(7-(bis(methyl-d3)amino)-2-((methoxycarbonyl)amino)-7-oxohept-5-enamido)-2-oxopyridin-1(2H)-yl)methyl)-7-((2,4-difluorobenzyl)oxy)-5-fluoro-1H-indol-1-carboxylat